O1CCN(CC1)C(C[C@H](C(N[C@@H](CCCC1=CC=CC=C1)B1OC(C(O1)(C)C)(C)C)=O)NC(=O)[C@@H]1OCCCC1)=O (R)-N-((R)-4-morpholino-1,4-dioxo-1-(((R)-4-phenyl-1-(4,4,5,5-tetramethyl-1,3,2-dioxaborolan-2-yl)butyl)amino)butan-2-yl)tetrahydro-2H-pyran-2-carboxamide